tert-butyl-dimethyl-siloxychloropropane C(C)(C)(C)C(C(C)(C)C)(Cl)O[SiH3]